[Cl-].[Cl-].[Li+].[Li+] dilithium dichloride